3-(6-cyclopropoxynaphthalen-2-yl)-4-(methylamino)-1H-pyrazolo[3,4-d]pyrimidin C1(CC1)OC=1C=C2C=CC(=CC2=CC1)C1=NNC2=NC=NC(=C21)NC